6-[8-(3-[[(2S)-1-[6-oxo-5-(trifluoromethyl)-1,6-dihydropyridazin-4-yl]pyrrolidin-2-yl]methoxy]propanoyl)-2,8-diazaspiro[4.5]decan-2-yl]pyridine-3-carbonitrile O=C1C(=C(C=NN1)N1[C@@H](CCC1)COCCC(=O)N1CCC2(CCN(C2)C2=CC=C(C=N2)C#N)CC1)C(F)(F)F